FC(C(CN1N=CC(=C1)C=1C=CC(=NC1C1=CC2=C(N(C(=N2)C)C)C=C1)C#N)(C)C)(C)F 5-[1-(3,3-difluoro-2,2-dimethylbutyl)-1H-pyrazol-4-yl]-6-(1,2-dimethyl-1H-benzimidazol-5-yl)pyridine-2-carbonitrile